gold-gallium [Ga].[Au]